C1(=CC=CC=C1)P(=O)(C1=CC=CC=C1)C(C(=C)B(O)O)C1=CC=CC=C1 (3-(diphenylphosphoryl)-3-phenylprop-1-en-2-yl)boronic acid